ClC=1C(=NC(=NC1)NC1CCOCC1)C1=CC=C2CN(C(C2=C1)=O)[C@@H](C(=O)N[C@H](CO)C1=C(C=CC(=C1)F)OC)C (2R)-2-(6-{5-chloro-2-[(oxan-4-yl)amino]pyrimidin-4-yl}-1-oxo-2,3-dihydro-1H-isoindol-2-yl)-N-[(1S)-1-(5-fluoro-2-methoxyphenyl)-2-hydroxyethyl]propanamide